1-((6-Chloro-4-methylpyridazin-3-yl)amino)-2-methylpropan-2-ol ClC1=CC(=C(N=N1)NCC(C)(O)C)C